2-methoxy-4-nitro-1-(trifluoromethyl)benzene COC1=C(C=CC(=C1)[N+](=O)[O-])C(F)(F)F